C1CCCC2=CC=CC=C12 1,2,3,4-Tetrahydronaphthalin